2,3,4,4'-tetrahydroxy-3'-methoxybenzophenone OC1=C(C(=O)C2=CC(=C(C=C2)O)OC)C=CC(=C1O)O